CC(C(=O)C1=CC=CC=C1)C(CC1=CC=CC=C1)=O 2-methyl-1,4-diphenylbutane-1,3-dione